[Cs].FC=1C=C(C=CC1F)SCC(=O)C1=CC=C(C=C1)C1=NOC(=N1)C(F)(F)F 2-((3,4-difluorophenyl)thio)-1-(4-(5-(trifluoromethyl)-1,2,4-oxadiazol-3-yl)phenyl)ethan-1-one cesium